C(#N)C1=CC=C(C=C1)NC(=O)C1=NC(=NC(=C1)C(F)(F)F)N1C=NC=C1 N-(4-cyanophenyl)-2-(1H-imidazol-1-yl)-6-(trifluoromethyl)pyrimidine-4-carboxamide